NCC1=C(C=O)C(=CN=C1)OC1CC1 3-(AMINOMETHYL)-5-CYCLOPROPOXYISONICOTINALDEHYDE